5-((6-(cyclobutylethynyl)-5-(methylthio)pyrazin-2-yl)oxy)-1H-1,2,3-triazole-4-carboxylic acid C1(CCC1)C#CC1=C(N=CC(=N1)OC1=C(N=NN1)C(=O)O)SC